racemic-4-(1-(3-(3-chloro-4-fluorophenyl)-1-methylureido)ethyl)isoquinoline-1-carboxylic acid ethyl ester C(C)OC(=O)C1=NC=C(C2=CC=CC=C12)[C@@H](C)N(C(=O)NC1=CC(=C(C=C1)F)Cl)C |r|